O=C1NC(CCC1N1C(C2=CC=CC(=C2C1)NC(CN1CCC2(CCN(C2)CC(=O)O)CC1)=O)=O)=O 2-(8-(2-((2-(2,6-dioxopiperidin-3-yl)-1-oxoisoindol-4-yl)amino)-2-oxoethyl)-2,8-diazaspiro[4.5]dec-2-yl)acetic acid